C(C)(C)S1CC=C2C1=CC=CC2=O 1-isopropyl-4-oxobenzo[4,5]thiophene